BrC1=C(C(=NC=C1F)O)[Si](C)(C)C 4-bromo-5-fluoro-3-(trimethylsilyl)pyridin-2-ol